FC(C(=O)[O-])(F)F.FC(C(=O)[O-])(F)F.C1(=CC=C(C=C1)P(C1=CC=C(C=C1)C)C1=CC=C(C=C1)C)C.C1(=CC=C(C=C1)P(C1=CC=C(C=C1)C)C1=CC=C(C=C1)C)C.[Pd+2] palladium(II) bis(tri-p-tolylphosphine) bis(trifluoroacetate)